Tert-Butyl 8-[3-[(4-benzyloxycarbonylpiperazin-1-yl)methyl]-5-fluoro-phenyl]-3,8-diazabicyclo[3.2.1]octane-3-carboxylate C(C1=CC=CC=C1)OC(=O)N1CCN(CC1)CC=1C=C(C=C(C1)F)N1C2CN(CC1CC2)C(=O)OC(C)(C)C